1-[1-(4-methoxyphenyl)ethyl]-4-(4,4,5,5-tetramethyl-1,3,2-dioxaborolan-2-yl)pyrazole COC1=CC=C(C=C1)C(C)N1N=CC(=C1)B1OC(C(O1)(C)C)(C)C